(3-((3-formylphenyl)methoxy)-4-methoxy-phenyl)methyl methanesulfonate CS(=O)(=O)OCC1=CC(=C(C=C1)OC)OCC1=CC(=CC=C1)C=O